Cl.Cl.N([C@@](C(CCCNC(N)=N)[2H])(C(=O)O)[2H])([2H])[2H] L-homoarginin-d4 Dihydrochloride